(1-((tert-butyldiphenylsilyl)oxy)pent-2-yl)-6-methylpyrimidine-2,4-diamine [Si](C1=CC=CC=C1)(C1=CC=CC=C1)(C(C)(C)C)OCC(CCC)C=1C(=NC(=NC1C)N)N